copper ferrous dioxide [O-][O-].[Fe+2].[Cu]